C1=CC=CC=2C3=CC=CC=C3C(C12)COC(=O)N[C@@H](CS(=O)(=O)[O-])C(=O)NCCNC(=O)OCC1=CC=CC=C1.[K+] potassium (R)-2-((((9H-fluoren-9-yl) methoxy) carbonyl) amino)-3-((2-(((benzyloxy) carbonyl) amino) ethyl) amino)-3-oxopropane-1-sulfonate